N1-((1R,2S,5S)-2-amino-4-(dimethylcarbamoyl)cyclohexyl)-N2-(5-chloropyridin-2-yl)oxalamide N[C@@H]1[C@@H](CCC(C1)C(N(C)C)=O)NC(C(=O)NC1=NC=C(C=C1)Cl)=O